bis(4-(diphenylsulfonio) phenyl) sulfide hexafluoro-antimonate F[Sb-](F)(F)(F)(F)F.C1(=CC=CC=C1)[S+](C1=CC=C(C=C1)SC1=CC=C(C=C1)[S+](C1=CC=CC=C1)C1=CC=CC=C1)C1=CC=CC=C1.F[Sb-](F)(F)(F)(F)F